(S)-3-(allyloxy)-4-hydroxybutyric acid methyl ester COC(C[C@@H](CO)OCC=C)=O